BrCCC1=C(C=CC=C1)Cl 1-(2-bromoethyl)-2-chloro-benzene